1-(3-Methyl-3-((1-methyl-6-((5-methylthiazol-2-yl)amino)-1H-pyrrolo[3,2-c]pyridin-4-yl)oxy)azetidin-1-yl)prop-2-en-1-one CC1(CN(C1)C(C=C)=O)OC1=NC(=CC2=C1C=CN2C)NC=2SC(=CN2)C